4-(4-amino-2,3-difluorophenyl)-6-methylbenzo[d]isoxazol-3-amine NC1=C(C(=C(C=C1)C1=CC(=CC2=C1C(=NO2)N)C)F)F